NC1=NC=CC(=C1I)OC1=C(C=C(C=C1)NC(=O)C=1C=NN(C1CC)C1=NC=CC=C1F)F N-(4-((2-amino-3-iodopyridin-4-yl)oxy)-3-Fluorophenyl)-5-ethyl-1-(3-fluoropyridin-2-yl)-1H-pyrazole-4-carboxamide